BrC=1C(=C(C=NC1)NCC=1C=C2N=CC=NC2=CC1F)N1C[C@@H](NCC1)C (S)-5-bromo-N-((7-fluoroquinoxalin-6-yl)methyl)-4-(3-methylpiperazin-1-yl)pyridin-3-amine